2-(3-(2-((1,2-dimethylhydrazino)methyl)-1H-pyrrolo[2,3-b]pyridin-1-yl)-N-methylpropionamido)propanoic acid CN(NC)CC1=CC=2C(=NC=CC2)N1CCC(=O)N(C)C(C(=O)O)C